C(#N)C(C(=O)NCCOC(C(=C)C)=O)=C1C2=CC=C(C=C2NC=2C=C(C=CC12)O)O methacrylic acid 2-(2-cyano-2-(3,6-dihydroxyacridin-9(10H)-ylidene) acetamido)Ethyl ester